(S)-4-(cyclopropylethynyl)-6-fluoro-7-((2-oxo-2,3-dihydro-1H-benzo[d]imidazol-1-yl)methyl)-4-(trifluoromethyl)-3,4-dihydroquinazolin-2(1H)-one C1(CC1)C#C[C@@]1(NC(NC2=CC(=C(C=C12)F)CN1C(NC2=C1C=CC=C2)=O)=O)C(F)(F)F